The molecule is an amino pentasaccharide comprised of two N-acetylated glucosamine residues sulfated on O-6, and three galactosyl residues, one of which (at the non-reducing end) is sulfated on O-6 while another of which is at the reducing end. It is an intermediate in the keratan sulfate degradation pathway. It has a role as a mouse metabolite. CC(=O)N[C@@H]1[C@H]([C@@H]([C@H](O[C@H]1O[C@H]2[C@H]([C@H](O[C@H]([C@@H]2O)O[C@@H]3[C@H](O[C@H]([C@@H]([C@H]3O)NC(=O)C)O[C@H]4[C@H]([C@H](OC([C@@H]4O)O)CO)O)COS(=O)(=O)O)CO)O)COS(=O)(=O)O)O[C@H]5[C@@H]([C@H]([C@H]([C@H](O5)COS(=O)(=O)O)O)O)O)O